FC=1C=C(C=C(C1)F)C=1C(=CC(=CC1C=1C=NNC1)CCC)C1=CC=C(C=C1)O 3'',5''-difluoro-5'-propyl-3'-(1H-pyrazol-4-yl)-[1,1':2',1''-terphenyl]-4-ol